2-(3-chlorophenyl)-2-({4-[(2-imino-2,3-dihydro-1,3-oxazol-3-yl)methyl]-1H-1,3-benzodiazol-2-yl}amino)propyl 2,2-dimethylpropanoate CC(C(=O)OCC(C)(NC1=NC2=C(N1)C=CC=C2CN2C(OC=C2)=N)C2=CC(=CC=C2)Cl)(C)C